COCC1=C(C=CC=C1)C(C)OC(=O)NC1=C(N=NN1C)C1CCN(CC1)C1=CC=C(C=C1)C1(CC1)C(=O)OCC ethyl 1-[4-[4-[5-[1-[2-(methoxymethyl) phenyl]ethoxy carbonylamino]-1-methyl-triazol-4-yl]-1-piperidyl]phenyl]cyclopropanecarboxylate